6,10-Dimethyl-3-oxa-5,9-undecadien-1-al CC(=CCOCC=O)CCC=C(C)C